C(CCCCCCCCCCCCCCCCC)(=O)[O-].[Zn+2].[Ca+2].C(CCCCCCCCCCCCCCCCC)(=O)[O-].C(CCCCCCCCCCCCCCCCC)(=O)[O-].C(CCCCCCCCCCCCCCCCC)(=O)[O-] Calcium-zinc stearate